4-amino-7-bromo-1-(4-carboxyphenyl)-2-oxo-1,2-dihydroquinoline-3-carboxylic acid methyl ester COC(=O)C=1C(N(C2=CC(=CC=C2C1N)Br)C1=CC=C(C=C1)C(=O)O)=O